methyl 3-methoxy-5-((3-(pyridin-3-yl)pyrazin-2-yl)oxy)benzoate COC=1C=C(C(=O)OC)C=C(C1)OC1=NC=CN=C1C=1C=NC=CC1